1-[4-(4-methoxypyrimidin-2-yl)phenyl]methanamine COC1=NC(=NC=C1)C1=CC=C(C=C1)CN